ClC=1C(=CC(=NC1)N1C[C@H](OC[C@H]1C)C)N 5-chloro-2-((2R,5R)-2,5-dimethylmorpholino)pyridin-4-amine